CC1=C(C(C(=C(N1)C)C(=O)OC(C)(C)CN(C)CCC(C2=CC=CC=C2)C3=CC=CC=C3)C4=CC(=CC=C4)[N+](=O)[O-])C(=O)OC methyl-1,1-dimethyl-2-(N-(3,3-diphenylpropyl)-N-methylamino)ethyl-2,6-dimethyl-4-(3-nitrophenyl)-1,4-dihydropyridine-3,5-dicarboxylate